3-(2-(1-methyl-1H-pyrazol-5-yl)-1-tosyl-1H-pyrrolo[2,3-b]pyridin-5-yl)cyclopentan-1-ol CN1N=CC=C1C1=CC=2C(=NC=C(C2)C2CC(CC2)O)N1S(=O)(=O)C1=CC=C(C)C=C1